COC(=O)COC=1C2=CC=CC=C2C(=C2C=CC=CC12)OCC(=O)OC 9,10-bis(methoxycarbonyl-methyleneoxy)anthracene